3-[4-(4-Cyclopropylpyrimidin-2-yl)oxyphenyl]Azetidine-1-carboxylic acid C1(CC1)C1=NC(=NC=C1)OC1=CC=C(C=C1)C1CN(C1)C(=O)O